4,6-dimethylindole CC1=C2C=CNC2=CC(=C1)C